(S)-N-(4-(4-amino-1-(6-(2-methylpiperazine-1-yl)pyridin-3-yl)-1H-pyrazolo[3,4-d]pyrimidin-3-yl)benzyl)-5-fluoro-2-methoxybenzamide NC1=C2C(=NC=N1)N(N=C2C2=CC=C(CNC(C1=C(C=CC(=C1)F)OC)=O)C=C2)C=2C=NC(=CC2)N2[C@H](CNCC2)C